NCCOCCOCCC(=O)OCCCC butyl 3-(2-(2-aminoethoxy)ethoxy)propanoate